O=C1NC(CCC1N1C(N(C2=C1C=CC=C2C#CCO[C@@H]2CN(CC2)C(=O)OC(C)(C)C)C)=O)=O 1-Tert-Butyl (3S)-3-[3-[1-(2,6-dioxo-3-piperidyl)-3-methyl-2-oxo-benzimidazol-4-yl]prop-2-ynoxy]pyrrolidine-1-carboxylate